(S)-Morpholine-3-ylmethanol N1[C@H](COCC1)CO